(E)-3-fluoro-2-hydroxy-5-(4-(3-hydroxypyrrolidin-1-yl)styryl)benzaldehyde FC=1C(=C(C=O)C=C(C1)\C=C\C1=CC=C(C=C1)N1CC(CC1)O)O